NC[C@H](CO)O |r| racemic-3-amino-1,2-propanediol